BrC1=C(C=C2C=C(C(=NC2=C1)C)CC(=O)OC)C methyl 2-(7-bromo-2,6-dimethylquinolin-3-yl)acetate